1-(4-(4-amino-7-methyl-5-(4-(pyrimidin-2-yloxy)phenyl)-7H-pyrrolo[2,3-d]pyrimidin-6-yl)piperidin-1-yl)prop-2-en-1-one NC=1C2=C(N=CN1)N(C(=C2C2=CC=C(C=C2)OC2=NC=CC=N2)C2CCN(CC2)C(C=C)=O)C